N,N'-dicyclopentylphthalamide C1(CCCC1)NC(C=1C(C(=O)NC2CCCC2)=CC=CC1)=O